3-cyano-N,N-dimethylbenzenesulfonamide CN(C)S(=O)(=O)C1=CC=CC(=C1)C#N